Cl.NC1=CC=C(C=C1)B(O)O (4-aminophenyl)boronic acid, hydrochloride salt